(S)-N-((S)-1-cyano-2-((S)-2-oxopyrrolidin-3-yl)ethyl)-4,4-difluoro-1-(4-methoxy-1H-indole-2-carbonyl)pyrrolidine-2-carboxamide C(#N)[C@H](C[C@H]1C(NCC1)=O)NC(=O)[C@H]1N(CC(C1)(F)F)C(=O)C=1NC2=CC=CC(=C2C1)OC